(R)-1,13-bis(diphenylphosphino)-7,8-dihydro-6H-dibenzo[f,h][1,5]dioxonin C1COC2=C(C(=CC=C2)P(C3=CC=CC=C3)C4=CC=CC=C4)C5=C(C=CC=C5P(C6=CC=CC=C6)C7=CC=CC=C7)OC1